2,7-di-tert-butyl-9H-fluoren-9-ol C(C)(C)(C)C1=CC=2C(C3=CC(=CC=C3C2C=C1)C(C)(C)C)O